The molecule is a vanadium oxoanion that is a trianion with formula VO4 in which the vanadium is in the +5 oxidation state and is attached to four oxygen atoms. It has a role as an EC 3.1.3.1 (alkaline phosphatase) inhibitor, an EC 3.1.3.16 (phosphoprotein phosphatase) inhibitor, an EC 3.1.3.41 (4-nitrophenylphosphatase) inhibitor and an EC 3.1.3.48 (protein-tyrosine-phosphatase) inhibitor. It is a trivalent inorganic anion and a vanadium oxoanion. It is a conjugate base of a hydrogenvanadate. [O-][V](=O)([O-])[O-]